2,3-difluorobenzyl amyl ether C(CCCC)OCC1=C(C(=CC=C1)F)F